tert-butyl 4-(3-amino-1H-pyrrolo[3,2-b]pyridin-5-yl)piperazine-1-carboxylate NC1=CNC=2C1=NC(=CC2)N2CCN(CC2)C(=O)OC(C)(C)C